C1(CC1)COC1=CC=NC2=C(C(=CC(=C12)F)[N+](=O)[O-])O 4-(cyclopropylmethoxy)-5-fluoro-7-nitroquinolin-8-ol